perfluorophenyl N2-(4-(3-(2-(2-azidoethoxy)ethoxy)propanamido)butanoyl)-N6-(3-(2-(2-azidoethoxy)ethoxy)propanoyl)-L-lysinate N(=[N+]=[N-])CCOCCOCCC(=O)NCCCC(=O)N[C@@H](CCCCNC(CCOCCOCCN=[N+]=[N-])=O)C(=O)OC1=C(C(=C(C(=C1F)F)F)F)F